C(CCCCCCCCCCC)(=O)OCC(COC(CCCCCCCCCCC)=O)(C)N 2-amino-2-methylpropane-1,3-diol di(dodecanoate)